CN1CN(N(C1)C)C tri-methyl-1,2,4-triazole